methyl 2-(4-(5-fluoropyridin-3-yl)-3-isopropyl-6-oxopyridazin-1(6H)-yl)acetate FC=1C=C(C=NC1)C=1C(=NN(C(C1)=O)CC(=O)OC)C(C)C